O=C1[C@@](C1)(C(=O)N)C1CN(CC1)C1=CC=C(C=C1)C(F)(F)F (S)-2-oxo-1-((4-(trifluoromethyl)phenyl)pyrrolidin-3-yl)cyclopropane-1-carboxamide